C(CC(C)C)C1=C(C=CC=C1)B1OC(C(O1)(C)C)(C)C 2-(2-isopentylphenyl)-4,4,5,5-tetramethyl-1,3,2-dioxaborolane